Tert-butyl-4-(4-(benzo[d]thiazol-2-ylcarbamoyl) phenyl)-3,6-dihydropyridine-1(2H)-carboxylate C(C)(C)(C)OC(=O)N1CCC(=CC1)C1=CC=C(C=C1)C(NC=1SC2=C(N1)C=CC=C2)=O